3-methyl-N-((S)-1-methylpyrrolidin-3-yl)-6-((S)-1-phenylethyl)-1,2,4-triazin-5-amine CC=1N=NC(=C(N1)N[C@@H]1CN(CC1)C)[C@@H](C)C1=CC=CC=C1